C(#N)N1C[C@@H](CC1)NC(=O)C=1N=C2N(C=C(C=C2)C=2C=NN(C2)CC)C1F (R)-N-(1-cyanopyrrolidin-3-yl)-6-(1-ethyl-1H-pyrazol-4-yl)-3-fluoroimidazo[1,2-a]pyridine-2-carboxamide